ClC=1C(=C(C#N)C=CC1F)F 3-chloro-2,4-difluorobenzonitrile